3-[4-[bis[(4-methoxyphenyl)methyl]amino]-2,5-difluoro-phenyl]propionitrile COC1=CC=C(C=C1)CN(C1=CC(=C(C=C1F)CCC#N)F)CC1=CC=C(C=C1)OC